FC=1C=C(C=C(C1)F)CS(=O)(=O)Cl (3,5-difluorophenyl)methanesulfonyl chloride